(4-(7-methoxy-1,9-dimethyl-9H-pyrido[3,4-b]indol-6-yl)piperazin-1-yl)(4-methoxyphenyl)methanone COC1=C(C=C2C3=C(N(C2=C1)C)C(=NC=C3)C)N3CCN(CC3)C(=O)C3=CC=C(C=C3)OC